FC1=C(C=CC=C1)C1=NN2C(OCC(C2)CCC)=C1C(=O)OCC Ethyl 2-(2-fluorophenyl)-6-propyl-6,7-dihydro-5H-pyrazolo[5,1-b][1,3]oxazine-3-carboxylate